BrC=1C=CC2=C(C(=N[C@H](C=3N2C(=NN3)SCC#C)CCC(=O)OC)C3=C(C=CC=C3)F)C1 methyl (S)-3-(8-bromo-6-(2-fluorophenyl)-1-(prop-2-yn-1-ylthio)-4H-benzo[f][1,2,4]triazolo[4,3-a][1,4]diazepin-4-yl)propionate